C1(CC1)C1=NC(=CC(=C1)C1=NC(=C(C(=C1)N(C)CC1(CCCCC1)COC)N)N)C(F)(F)F 2'-Cyclopropyl-N4-{[1-(methoxymethyl)cyclohexyl]methyl}-N4-methyl-6'-(trifluoromethyl)[2,4'-bipyridin]-4,5,6-triamine